7-(2-bromoethoxy)-4-[(cis)-3-hydroxy-3-methylcyclobutyl]-3H,4H-pyrido[2,3-b]pyrazin-3-one BrCCOC1=CC2=C(N(C(C=N2)=O)C2CC(C2)(C)O)N=C1